N1=NC=CC2=CC(=CC=C12)C1=CNC=2N=C(N=C(C21)OC)NC2CCC1(COC1)CC2 5-(cinnolin-6-yl)-4-methoxy-N-(2-oxaspiro[3.5]nonan-7-yl)-7H-pyrrolo[2,3-d]pyrimidin-2-amine